FC1=C(C=C(CC2=NNC(C3=CC=CC=C23)=O)C=C1)C(=O)N1C[C@@H](CC1)NC1=CC=CC=C1 (R)-4-(4-fluoro-3-(3-(phenylamino)pyrrolidine-1-carbonyl)benzyl)phthalazin-1(2H)-one